ClC=1C(=C(NC=2C3=C(N=CN2)C=CC(=N3)O[C@@H]3CN(CC3)C(C=C)=O)C=CC1OCC(C)(F)F)F 1-[(3S)-3-[4-[3-chloro-4-(2,2-difluoropropoxy)-2-fluoro-anilino]pyrido[3,2-d]pyrimidin-6-yl]oxypyrrolidin-1-yl]prop-2-en-1-one